(E)-2-((4-((2,2-dimethyl-3-morpholinopropyl)sulfonyl)phenoxy)methyl)-3-fluoroprop-2-en-1-amine CC(CS(=O)(=O)C1=CC=C(OC\C(\CN)=C\F)C=C1)(CN1CCOCC1)C